7-((2-oxo-2-(piperidin-1-yl)ethyl)amino)-4-(o-tolyl)-2H-chromen-2-one O=C(CNC1=CC=C2C(=CC(OC2=C1)=O)C1=C(C=CC=C1)C)N1CCCCC1